2-chloro-6,8-dimethylquinoline-3-carboxylic acid ethyl ester C(C)OC(=O)C=1C(=NC2=C(C=C(C=C2C1)C)C)Cl